7-((6-((3aS,6aS)-hexahydro-pyrrolo[3,4-b]pyrrol-1(2H)-yl)pyridin-2-yl)amino)-4-(1-methyl-1H-pyrrolo[2,3-b]pyridin-4-yl)-2,3-dihydro-1H-pyrrolo[3,4-c]pyridin-1-one N1([C@H]2[C@@H](CC1)CNC2)C2=CC=CC(=N2)NC=2C1=C(C(=NC2)C2=C3C(=NC=C2)N(C=C3)C)CNC1=O